[Na].ClC1=C(C=C(C(=C1)Cl)F)C(/C(=C/O)/C(=O)OC)=O (1Z)-3-(2,4-dichloro-5-fluorophenyl)-2-(methoxycarbonyl)-3-oxoprop-1-en-1-ol sodium